1-ethyl-3-(4-methoxybenzoyl)-1H-indazole-5-carbonitrile C(C)N1N=C(C2=CC(=CC=C12)C#N)C(C1=CC=C(C=C1)OC)=O